(2R,4aR)-11-fluoro-10-(2-fluorophenyl)-8-(2-isopropyl-4-methylpyridin-3-yl)-2,6-dimethyl-2,3,4,4a-tetrahydro-1H-pyrazino[1',2':4,5]pyrazino[2,3-c][1,8]naphthyridin-5,7(6H,8H)-dione FC1=CC=2C3=C(C(N(C2N=C1C1=C(C=CC=C1)F)C=1C(=NC=CC1C)C(C)C)=O)N(C([C@@H]1N3C[C@H](NC1)C)=O)C